BrC1=CC2=C(N=C(N=C2N[C@H](C)C=2C(=C(C=CC2)C(CO)(F)F)F)C)C=N1 2-(3-{(1R)-1-[(6-bromo-2-methylpyrido[3,4-d]pyrimidin-4-yl)amino]ethyl}-2-fluorophenyl)-2,2-difluoroethan-1-ol